N-[5-[(5-chloropyridin-2-yl)methoxy]-1,3,4-thiadiazol-2-yl]-3-[4-oxa-7-azaspiro[2.5]octan-7-yl]pyridine-4-carboxamide ClC=1C=CC(=NC1)COC1=NN=C(S1)NC(=O)C1=C(C=NC=C1)N1CCOC2(CC2)C1